3-phosphopyruvate P(=O)(=O)CC(C(=O)[O-])=O